C(C)(C)(C)OC(=O)N1C(C=CC1)OS(=O)(=O)C(F)(F)F (((trifluoromethyl)sulfonyl)oxy)-2,5-dihydro-1H-pyrrole-1-carboxylic acid tert-butyl ester